CC1=C(C=C(C(=O)NC2=CC=C(C=C2)N2CCN(CC2)COC(C(C)(C)C)=O)C=C1)NC1=NC=CC(=N1)C=1C=NC=CC1 2,2-Dimethyl-propionic acid 4-{4-[4-methyl-3-(4-pyridin-3-yl-pyrimidin-2-ylamino)-benzoylamino]-phenyl}-piperazin-1-ylmethyl ester